C(C)[C@@H]1CC2=C(NC3=CC=CC=C23)[C@H](N1C[C@@H](C(=O)O)C)C1=C(C(=CC=C1F)OCCNCCCF)C (S)-3-((1R,3R)-3-ethyl-1-(6-fluoro-3-(2-((3-fluoropropyl)amino)ethoxy)-2-methylphenyl)-1,3,4,9-tetrahydro-2H-pyrido[3,4-b]indol-2-yl)-2-methylpropanoic acid